(E)-6-(4-ethoxyphenyl)-N'-((5-methoxypyridin-3-yl)methylene)pyrazine-2-carbohydrazide C(C)OC1=CC=C(C=C1)C1=CN=CC(=N1)C(=O)N/N=C/C=1C=NC=C(C1)OC